BrC1=C(C=C(C=C1)C(C(OCC)OCC)C(=O)C(C(OCC)OCC)C1=CC(=C(C=C1)Br)F)F 1-(4-Bromo-3-fluorophenyl)-2,2-diethoxyethyl ketone